C(C)ON1C(=C(CC2=CN=CC(=C12)C)C(=O)O)C ethoxy-2,8-dimethyl-1,4-dihydro-1,6-naphthyridine-3-carboxylic acid